C(C(C)C)NC(=O)C=1N(N=CC1)CC=1SC(=CC1)C1=NOC(=N1)C(F)(F)F N-isobutyl-2-[[5-[5-(trifluoromethyl)-1,2,4-oxadiazol-3-yl]-2-thienyl]methyl]pyrazole-3-carboxamide